1-(3-cyclopropyl-1,2,4-thiadiazol-5-yl)7-(3-{[(2R)-1-ethoxypropan-2-yl]carbamoyl}azetidin-1-yl)-5-methyl-4-oxo-1,4-dihydro-1,8-naphthyridine-3-carboxylic acid C1(CC1)C1=NSC(=N1)N1C=C(C(C2=C(C=C(N=C12)N1CC(C1)C(N[C@@H](COCC)C)=O)C)=O)C(=O)O